ethyl (2E)-2-methyl-2-butenoate C/C(/C(=O)OCC)=C\C